2-(2,6-dioxopiperidin-3-yl)-5-(4-(((5-fluoro-4-oxo-2-(((tetrahydro-2H-pyran-4-yl)thio)methyl)-3,4-dihydroquinazolin-7-yl)oxy)methyl)-[1,4'-bipiperidin]-1'-yl)isoindoline-1,3-dione O=C1NC(CCC1N1C(C2=CC=C(C=C2C1=O)N1CCC(CC1)N1CCC(CC1)COC1=CC(=C2C(NC(=NC2=C1)CSC1CCOCC1)=O)F)=O)=O